OCCC1CCC(CC1)NC(OC(C)(C)C)=O tert-butyl [4-(2-hydroxyethyl)cyclohexyl]carbamate